CN(C(CC)N(CC1=CC=CC=C1)C)CC1=CC=CC=C1 N,N'-dimethyl-N,N'-dibenzyl-propanediamine